(5-(3-fluorobenzyl)pyridin-2-yl)-1,5-dimethyl-6-oxo-1,4,5,6-tetrahydropyridazine-3-carboxamide FC=1C=C(CC=2C=CC(=NC2)C2C(=NN(C(C2C)=O)C)C(=O)N)C=CC1